NCC1(CCCCCC1)NC1CC1 1-(aminomethyl)-N-cyclopropylcycloheptane-1-amine